CC(C(=O)OCCNC(=O)NCP(O)(O)=O)=C [2-(2-methylprop-2-enoyloxy)ethylcarbamoylamino]Methylphosphonic acid